Cl.FC1=C(C=CC=C1)[C@H](CC)N (S)-1-(2-fluorophenyl)propan-1-amine hydrochloride